P(=O)(OCCCCN(CCCCCCCC)CCCCCCCC)(OCCCCCCC(C)C)O 4-(dioctylamino)butyl (7-methyloctyl) hydrogen phosphate